ClC1=C(C=C(C=C1)F)[C@H]([C@@H](C)C=1N(C(C(=C(N1)C(=O)NC=1C=NOC1)O)=O)C)C1=NC=C(N=C1)C 2-((1s,2r)-1-(2-chloro-5-fluorophenyl)-1-(5-methylpyrazin-2-yl)propan-2-yl)-5-hydroxy-N-(isoxazol-4-yl)-1-methyl-6-oxo-1,6-dihydropyrimidine-4-carboxamide